Cl.C(C)(C)(C)NC(=O)NC=1C(=CC2=C(N=C(N=C2)NCCCN2CCNCC2)N1)C1=CC(=CC(=C1)OC)OC 1-(tert-butyl)-3-(6-(3,5-dimethoxyphenyl)-2-((3-(piperazin-1-yl)propyl)amino)pyrido[2,3-d]pyrimidin-7-yl)urea hydrochloride